C1(=CC=C(C=C1)S(=O)(=O)N1CC(C(C(C1)=CC1=CC(=CC(=C1)F)F)=O)=CC1=CC(=CC(=C1)F)F)C 1-(p-Tolylsulfonyl)-3,5-bis(3,5-difluorobenzylidene)-4-piperidone